NC1=C(C(=O)OC)C=C(C(=C1Br)C)C methyl 2-amino-3-bromo-4,5-dimethylbenzoate